5-((5-Bromo-2-methoxyphenyl)sulfonamido)-4-hydroxy-[1,1'-biphenyl]-3-carboxylic acid BrC=1C=CC(=C(C1)S(=O)(=O)NC=1C(=C(C=C(C1)C1=CC=CC=C1)C(=O)O)O)OC